ClC1=C(C=CC=C1C1=C(C(=NC=C1)C=1C=CC2=C(N(CCNC2)C)C1)Cl)C1=CC=C(C(=N1)OC)CNC[C@@H]1CCC(N1)=O (S)-5-((((6-(2-chloro-3-(3-chloro-2-(1-methyl-2,3,4,5-tetrahydro-1H-benzo[e][1,4]diazepin-8-yl)pyridin-4-yl)phenyl)-2-methoxypyridin-3-yl)methyl)amino)methyl)pyrrolidin-2-one